N1(N=CC=C1)C=1C=CC(=NC1)O[C@H]1C[C@H](N(C1)C(=O)OC(C)(C)C)COC(F)F tert-butyl (2S,4S)-4-((5-(1H-pyrazol-1-yl)pyridin-2-yl)oxy)-2-((difluoromethoxy)methyl)pyrrolidine-1-carboxylate